1-(7-chloro-4-hydroxy-2-methylpyrido[2,3-d]pyrimidin-6-yl)cyclopropane-1-carbonitrile ClC=1C(=CC2=C(N=C(N=C2O)C)N1)C1(CC1)C#N